BrC1=NN(C(=N1)C(=O)NC1CCC(CC1)(F)F)C 3-bromo-N-(4,4-difluorocyclohexyl)-1-methyl-1H-1,2,4-triazole-5-carboxamide